OC=1C=C(C(=CC1)C(=O)C1C(C=C(CC1C1=C(C=C(C=C1)O)O)C)C=1C(=CC(=C2C(C(=C(OC12)C1=C(C=C(C=C1)O)O)C=CC(C)=C)=O)O)O)[O-] 3-hydroxy-6-({4-methyl-6-(2,4-dihydroxyphenyl)-2-[3-isoprenyl-5,7-dihydroxy-4-oxo-2-(2,4-dihydroxyphenyl)-4H-chromen-8-yl]cyclohex-3-enyl}carbonyl)phenolate